C1(=CC=CC=C1)CCCN1C2=C(C3=CC=CC=C13)C=CN1C2=NC=C1C(F)(F)F 11-(3-Phenylpropyl)-3-(trifluoromethyl)-11H-imidazo[1',2':1,2]pyrido[3,4-b]indole